8-(Azidomethyl)-3,4-dihydroquinolin-2(1H)-one N(=[N+]=[N-])CC=1C=CC=C2CCC(NC12)=O